tert-butyl 2-(6-bromo-1-oxo-2,3-dihydro-1H-isoindol-2-yl)-2-methylpropionate BrC1=CC=C2CN(C(C2=C1)=O)C(C(=O)OC(C)(C)C)(C)C